C(CCC(=O)OC(C)C)(=O)OC(C)C.S1C(=CC=C1)C#N thiophenecarbonitrile compound with diisopropyl succinate